hexaanilinocyclotriphosphazene tert-butyl-6-[(4,4,5,5-tetramethyl-1,3,2-dioxaborolan-2-yl)methylene]-2-azaspiro[3.3]heptane-2-carboxylate C(C)(C)(C)OC(=O)N1CC2(C1)CC(C2)=CB2OC(C(O2)(C)C)(C)C.N(C2=CC=CC=C2)P2(=NP(=NP(=N2)(NC2=CC=CC=C2)NC2=CC=CC=C2)(NC2=CC=CC=C2)NC2=CC=CC=C2)NC2=CC=CC=C2